3-(3-(3,5-bis(trifluoromethyl)phenyl)-1H-1,2,4-triazol-1-yl)-2-(trifluoromethyl)imidazo[1,2-a]pyridine FC(C=1C=C(C=C(C1)C(F)(F)F)C1=NN(C=N1)C1=C(N=C2N1C=CC=C2)C(F)(F)F)(F)F